N-lauroyl-carbamic acid isopropyl ester C(C)(C)OC(NC(CCCCCCCCCCC)=O)=O